tert-Butyl 4-((6-chloropyridazin-3-yl)methyl)piperidine-1-carboxylate ClC1=CC=C(N=N1)CC1CCN(CC1)C(=O)OC(C)(C)C